10,10'-(4',6'-bis(3-methyl-3H-imidazo[4,5-b]pyridin-2-yl)-[1,1':2',1''-terphenyl]-3',5'-diyl)bis(5-methyl-5,10-dihydrophenazine) CN1C(=NC=2C1=NC=CC2)C=2C(=C(C(=C(C2N2C1=CC=CC=C1N(C=1C=CC=CC21)C)C2=NC=1C(=NC=CC1)N2C)C2=CC=CC=C2)C2=CC=CC=C2)N2C1=CC=CC=C1N(C=1C=CC=CC21)C